3-(p-hydroxyphenyl)propionate OC1=CC=C(C=C1)CCC(=O)[O-]